5-(3-(trifluoromethyl)benzyl)-2-(5-(trifluoromethyl)pyridin-2-yl)-4,5,6,7-tetrahydropyrazolo[4,3-c]pyridin-3-ol FC(C=1C=C(CN2CC=3C(CC2)=NN(C3O)C3=NC=C(C=C3)C(F)(F)F)C=CC1)(F)F